6-(2-(1H-tetrazol-5-yl)phenyl)-N2-(4-fluorobenzyl)-N2-isobutyl-N4-(6-methylpyridazin-3-yl)pyridine-2,4-diamine N1N=NN=C1C1=C(C=CC=C1)C1=CC(=CC(=N1)N(CC(C)C)CC1=CC=C(C=C1)F)NC=1N=NC(=CC1)C